ClCCCCCCOCCOCCOCCOCCSCCC[Si]1(C2=C(C=CC(=C2)N(C)C)C2(OC(C3=CC=CC=C23)=O)C2=C1C=C(C=C2)N(C)C)C (5s,10s)-5-(22-Chloro-7,10,13,16-tetraoxa-4-thiadocosyl)-3,7-bis(dimethylamino)-5-methyl-3'H,5H-spiro[dibenzo[b,e]siline-10,1'-isobenzofuran]-3'-one